N-isobutyl-2-methyl-2-(piperazin-1-yl)propanamide dihydrochloride salt Cl.Cl.C(C(C)C)NC(C(C)(N1CCNCC1)C)=O